2-(1-(cyclopropylsulfonyl)-1H-pyrazol-4-yl)-N-(4-(4-(ethylsulfonyl)piperazin-1-yl)-5-((1-methyl-1H-pyrazol-4-yl)ethynyl)pyridin-2-yl)pyrimidin-4-amine C1(CC1)S(=O)(=O)N1N=CC(=C1)C1=NC=CC(=N1)NC1=NC=C(C(=C1)N1CCN(CC1)S(=O)(=O)CC)C#CC=1C=NN(C1)C